4-amino-8-[3-methyl-6-(trifluoromethyl)-2-pyridinyl]-2-oxo-N-propyl-1H-quinoline-3-carboxamide NC1=C(C(NC2=C(C=CC=C12)C1=NC(=CC=C1C)C(F)(F)F)=O)C(=O)NCCC